2-hydroxy-N-(4-iodophenethyl)acetamide OCC(=O)NCCC1=CC=C(C=C1)I